(R)-9-methyl-2-(2-methylimidazo[1,2-b]pyridazin-6-yl)-7-(3-methylpiperazin-1-yl)-4H-pyrido[1,2-a]pyrimidin-4-one CC1=CC(=CN2C1=NC(=CC2=O)C=2C=CC=1N(N2)C=C(N1)C)N1C[C@H](NCC1)C